3-phenyl-N-(p-tolyl)isoquinolin-1-amine C1(=CC=CC=C1)C=1N=C(C2=CC=CC=C2C1)NC1=CC=C(C=C1)C